C1(CCCCC1)OC1=CC=C(C[C@@H]2N(C(OC2)=O)C2=CC3=C(NC=N3)C=C2)C=C1 (S)-4-(4-(Cyclohexyloxy)benzyl)-3-(1H-benzo[d]imidazol-5-yl)oxazolidin-2-on